N,N-di(2-hydroxyethyl)N-(2-hydroxypropyl)amine OCCN(CC(C)O)CCO